tert-Butyl (S)-4-(2-((1-methoxy-1-oxo-3-phenylpropan-2-yl)amino)-2-oxoethyl)piperidine-1-carboxylate COC([C@H](CC1=CC=CC=C1)NC(CC1CCN(CC1)C(=O)OC(C)(C)C)=O)=O